tert-butyl N-(5-((4-(imino(methyl)oxo-lambda6-sulfanyl)phenyl)methoxy)-1,3,4-thiadiazol-2-yl)carbamate N=S(C1=CC=C(C=C1)COC1=NN=C(S1)NC(OC(C)(C)C)=O)(=O)C